6-chloro-2H-1,2,4-benzothiadiazine-7-sulfonamide-1,1-dioxide ClC=1C(=CC2=C(N=CNS2(=O)=O)C1)S(=O)(=O)N